Ethyl 2-{[3-methyl-4-(methylsulfonyl)phenyl]amino}-4-{[(1R)-1-phenylethyl]amino}pyrimidine-5-carboxylate CC=1C=C(C=CC1S(=O)(=O)C)NC1=NC=C(C(=N1)N[C@H](C)C1=CC=CC=C1)C(=O)OCC